tert-butyl (2-(2-amino-5-((3-(1-methyl-6-(trifluoromethyl)-1H-benzo[d]imidazol-5-yl)phenyl)carbamoyl)phenoxy)ethyl)(methyl)carbamate NC1=C(OCCN(C(OC(C)(C)C)=O)C)C=C(C=C1)C(NC1=CC(=CC=C1)C1=CC2=C(N(C=N2)C)C=C1C(F)(F)F)=O